1-[(1S,4S)-5-[5-(3-iodo-7-methyl-1H-indazol-1-yl)pyridin-2-yl]-2,5-diazabicyclo[2.2.1]hept-2-yl]ethan-1-one IC1=NN(C2=C(C=CC=C12)C)C=1C=CC(=NC1)N1[C@@H]2CN([C@H](C1)C2)C(C)=O